NC1=CC=2C(C3=CC=CC=C3C2C=C1)(C)C 2-amino-9,9-dimethyl-9H-fluoren